N1=C(NCCC1)S 3,4,5,6-tetrahydro-2-pyrimidinethiol